1-(2-isopropyl-4-methylpyridin-3-yl)-7-(5-methyl-1H-indazol-4-yl)-4-((S)-2-methylpiperazin-1-yl)-2-oxo-1,2-dihydropyrido[2,3-d]pyrimidine-6-carbonitrile C(C)(C)C1=NC=CC(=C1N1C(N=C(C2=C1N=C(C(=C2)C#N)C2=C1C=NNC1=CC=C2C)N2[C@H](CNCC2)C)=O)C